N-[2-[[5-chloro-2-[5-ethyl-2-methoxy-4-(4-oxo-1-piperidyl)anilino]pyrimidin-4-yl]amino]-5-methoxy-phenyl]-N-methyl-methanesulfonamide ClC=1C(=NC(=NC1)NC1=C(C=C(C(=C1)CC)N1CCC(CC1)=O)OC)NC1=C(C=C(C=C1)OC)N(S(=O)(=O)C)C